C12OCCCN(C2C1)C1=NC(=NC2=C(C(=C(C=C12)Cl)C1=CC=C(C2=C1N=C(S2)N)F)F)OC[C@]21CCCN1C[C@@H](C2)F 4-(4-(2-oxa-6-azabicyclo[5.1.0]octan-6-yl)-6-chloro-8-fluoro-2-(((2R,7aS)-2-fluoro-tetrahydro-1H-pyrrolizin-7a(5H)-yl)methoxy)quinazolin-7-yl)-7-fluorobenzo[d]thiazol-2-amine